COC1=C2C=CC(OC2=CC=C1C(=O)NC1=CC=C2C(=NN(C2=C1)CCN1CCN(CC1)C)C)(C)C 5-Methoxy-2,2-dimethyl-N-(3-methyl-1-(2-(4-methylpiperazin-1-yl)ethyl)-1H-indazol-6-yl)-2H-chromene-6-carboxamide